OCNC1=NC=C(N=C1C(F)(F)F)C=1C=NC=C(C1)F 2-hydroxymethylamino-3-trifluoromethyl-5-(5-fluoropyridin-3-yl)pyrazine